(E)-3-[3-[(E)-3-[4-(4-Methylpiperazin-1-yl)phenyl]-3-oxoprop-1-enyl]phenyl]prop-2-enoic acid CN1CCN(CC1)C1=CC=C(C=C1)C(/C=C/C=1C=C(C=CC1)/C=C/C(=O)O)=O